2-[4-(7-Chloro-2-methoxy-10,11-dihydro-dibenzo[b,f]azepin-5-yl)-butyl]-isoindole-1,3-dione ClC1=CC2=C(CCC3=C(N2CCCCN2C(C4=CC=CC=C4C2=O)=O)C=CC(=C3)OC)C=C1